(±)-3-(4-cyclopropyl-6-methoxypyrimidin-5-yl)-5-(4-(1-isopropyl-4-(trifluoromethyl)-1H-imidazol-2-yl)benzyl)-5,6a,7,7a-tetrahydro-6H-cyclopropa[4,5]pyrido[2,3-d]pyrimidin-6-one C1(CC1)C1=NC=NC(=C1C1=NC=C2C(=N1)N(C(C1C2C1)=O)CC1=CC=C(C=C1)C=1N(C=C(N1)C(F)(F)F)C(C)C)OC